(S)-3-(2-fluoro-1-(4-methyl-4H-1,2,4-triazol-3-yl)propan-2-yl)aniline (1R,3S)-3-(3-{[(2-meth-oxypyridin-3-yl)acetyl]-amino}-1H-pyrazol-5-yl)-cyclopentyl-tert-butyl-carbamate COC1=NC=CC=C1CC(=O)NC1=NNC(=C1)[C@@H]1C[C@@H](CC1)N(C(O)=O)C(C)(C)C.F[C@](CC1=NN=CN1C)(C)C=1C=C(N)C=CC1